C(C)(=O)C1=CC=C(C=C1)N1C(N2[C@@H](CN(CC2)CC2=C([C@@H](N=C(N2)C=2SC=CN2)C2=C(C=C(C=C2)F)Cl)C(=O)OC)C1)=O (R)-methyl 6-(((S)-2-(4-acetylphenyl)-3-oxohexahydroimidazo[1,5-a]pyrazin-7(1H)-yl)methyl)-4-(2-chloro-4-fluorophenyl)-2-(thiazol-2-yl)-1,4-dihydropyrimidine-5-carboxylate